(S)-(6-(3-methyl-1H-pyrrolo[2,3-b]pyridin-5-yl)-8-(pyrrolidin-2-yl)-3,4-dihydroisoquinolin-2(1H)-yl) (tetrahydro-2H-pyran-4-yl)methyl ketone O1CCC(CC1)CC(=O)N1CC2=C(C=C(C=C2CC1)C=1C=C2C(=NC1)NC=C2C)[C@H]2NCCC2